C(C)(C)N1CCC2=CC(=C(C=C12)S(=O)(=O)N)OC 1-isopropyl-5-methoxyindoline-6-sulfonamide